tert-butyl 3-benzyl-2-azaspiro[4.4]nonane-2-carboxylate C(C1=CC=CC=C1)C1N(CC2(C1)CCCC2)C(=O)OC(C)(C)C